tert-butyl (R)-3-(4-chloro-2-oxo-3-(4-phenoxyphenyl)-2,3-dihydro-1H-imidazo[4,5-c]pyridin-1-yl)piperidine-1-carboxylate ClC1=NC=CC2=C1N(C(N2[C@H]2CN(CCC2)C(=O)OC(C)(C)C)=O)C2=CC=C(C=C2)OC2=CC=CC=C2